2-methylnicotinic acid ethyl ester C(C)OC(C1=C(N=CC=C1)C)=O